COCCOC(COC1=NC=CC=C1SC1=C(C=C(C(=C1)N1C(N(C(=CC1=O)C(F)(F)F)C)=O)F)Cl)=O 2-Methoxyethyl-{[3-({2-chloro-4-fluoro-5-[3-methyl-2,6-dioxo-4-(trifluoromethyl)-3,6-dihydropyrimidin-1(2H)-yl]phenyl}sulfanyl)pyridin-2-yl]oxy}acetat